(S)-2-(2-(5-acetyl-2-methoxyphenyl)acetamido)-4-methyl-N-((S)-3-oxo-1-((S)-2-oxopyrrolidin-3-yl)-4-(2,3,5,6-tetrafluorophenoxy)butan-2-yl)pentanamide C(C)(=O)C=1C=CC(=C(C1)CC(=O)N[C@H](C(=O)N[C@@H](C[C@H]1C(NCC1)=O)C(COC1=C(C(=CC(=C1F)F)F)F)=O)CC(C)C)OC